ClC1=CC=C(OC2CCC(C=3C=CC(=NC23)OC)N)C=C1 8-(4-chlorophenoxy)-2-methoxy-5,6,7,8-tetrahydroquinolin-5-amine